BrC1=C(C=C(C(=O)NC=2C=NC(=CC2)C2=C(C=C(C=C2)C2=NOC(=N2)C)C2CC2)C=C1)OCCN(C)C 4-Bromo-N-(6-(2-cyclopropyl-4-(5-methyl-1,2,4-oxadiazol-3-yl)phenyl)pyridin-3-yl)-3-(2-(dimethylamino)ethoxy)benzamid